NCCCC(C=1C=NC=CC1)C(=O)C(CCCN)C=1C=NC=CC1 4-amino-1-(3-pyridinyl)-butyl ketone